C(C)OC(C(C1=CC=CC=C1)NC(=O)OC(C)(C)C)=O 2-((Tert-Butoxycarbonyl)amino)-2-phenylacetic acid ethyl ester